CC([C@@H](C(=O)OC(C)(C)C)N(C(=O)N1CC(C1)C#CC(F)(F)F)C)C tert-butyl (2S)-3-methyl-2-[methyl-[3-(3,3,3-trifluoroprop-1-ynyl)azetidine-1-carbonyl]amino]butanoate